CN1C(C=C(C=C1)C#CC1=CC=C(OC=2N=NNC2C(=O)O)C=C1)=O 4-(4-((1-methyl-2-oxo-1,2-dihydropyridin-4-yl)ethynyl)phenoxy)-1H-1,2,3-triazole-5-carboxylic acid